(±)-1-tert-butyl 3-methyl 5-oxopiperidine-1,3-dicarboxylate O=C1C[C@H](CN(C1)C(=O)OC(C)(C)C)C(=O)OC |r|